4,5-bis(di-tertiary-butylphosphinomethyl)-9,9-dimethylxanthene C(C)(C)(C)P(C(C)(C)C)CC1=CC=CC=2C(C3=CC=CC(=C3OC12)CP(C(C)(C)C)C(C)(C)C)(C)C